C(#N)C1=C(C=CC(=C1)C(F)(F)F)N1CCC(CC1)(C(=O)N[C@H]1CN(CC1)C)C=1C=NC(=CC1)C=1N(C=CC1)C 1-[2-cyano-4-(trifluoromethyl)phenyl]-4-[6-(1-methyl-1H-pyrrol-2-yl)pyridine-3-yl]-N-[(3R)-1-methylpyrrolidin-3-yl]Piperidine-4-carboxamide